1-(tert-butyl)-2-ethyl 3-methylene-2-(((R)-oxiran-2-yl)methyl)pyrrolidine-1,2-dicarboxylate C=C1C(N(CC1)C(=O)OCCC(C)(C)C)(C(=O)[O-])C[C@H]1OC1